C(C1=CC=CC=C1)N(C=1C=C2C(=CN(C2=CC1)S(=O)(=O)C1=CC=C(C)C=C1)C=O)C 5-(benzyl-(methyl)amino)-1-tosyl-1H-indole-3-carbaldehyde